CC(CN1C(C=CC2=C1N=C(N=C2)N[C@@H](C)C2=CC=C(C=C2)C=2C(=CC=CC2)C#N)=O)(C)C 4'-[(1S)-1-{[8-(2,2-dimethylpropyl)-7-oxo-7,8-dihydropyrido[2,3-d]pyrimidin-2-yl]amino}ethyl]biphenyl-2-carbonitrile